N1(CCOCC1)CCN1CCOCC1 4,4'-dimethylenedimorpholine